8-fluoro-2,2-dimethyl-1,2-dihydroquinoline FC=1C=CC=C2C=CC(NC12)(C)C